ClC1=NC(=NC(=N1)Cl)Cl trichloro-S-triazine